4-amino-2-(6-((tert-butyldimethylsilyl)ethynyl)-4-methylpyridin-3-yl)-3-(3-fluoro-4-((6-methylpyridin-2-yl)oxy)phenyl)-1-methyl-1H-pyrrolo[3,2-c]pyridine-7-carbonitrile NC1=NC=C(C2=C1C(=C(N2C)C=2C=NC(=CC2C)C#C[Si](C)(C)C(C)(C)C)C2=CC(=C(C=C2)OC2=NC(=CC=C2)C)F)C#N